tert-butyl (5-hydroxypiperidin-3-yl)carbamate OC1CC(CNC1)NC(OC(C)(C)C)=O